C1(CCC1)NC(CN1N=C(C=CC1=O)C=1SC(=NN1)C1=NC=CC=C1)=O N-cyclobutyl-2-(6-oxo-3-(5-(pyridin-2-yl)-1,3,4-thiadiazol-2-yl)pyridazin-1(6H)-yl)acetamide